(5aR,5bS,7aS,8S,10aS,10bR)-2-((2-chlorophenyl)amino)-5a,7a-dimethyl-5,5a,5b,6,7,7a,8,9,10,10a,10b,11-dodecahydro-4H-cyclopenta[7,8]phenanthro[2,1-d]thiazol-8-yl butyrate C(CCC)(=O)O[C@H]1CC[C@@H]2[C@@]1(CC[C@@H]1[C@]3(CCC=4N=C(SC4C3=CC[C@@H]21)NC2=C(C=CC=C2)Cl)C)C